BrC=1C=C(C=CC1)C=1C2=CC=CC=C2C=2C=CC=CC2C1 9-(3-bromophenyl)phenanthrene